2-(2-methoxy-4-(4-methylpiperazin-1-yl)phenyl)-5-methyl-N4-(1-methylcyclopropyl)thieno[2,3-d]pyrimidine-2,4-diamine COC1=C(C=CC(=C1)N1CCN(CC1)C)C1(N=C(C2=C(N1)SC=C2C)NC2(CC2)C)N